5-(((2R,4S)-4-Fluoropyrrolidin-2-yl)methoxy)-2-methyl-N-(1-(naphthalen-1-yl)cyclopropyl)benzamide F[C@H]1C[C@@H](NC1)COC=1C=CC(=C(C(=O)NC2(CC2)C2=CC=CC3=CC=CC=C23)C1)C